10-(3-(9,9-diphenylacridin-10(9H)-yl)phenyl)-5,5-diphenyl-5,10-dihydrobenzo[b][1,7]naphthyridine C1(=CC=CC=C1)C1(C2=CC=CC=C2N(C=2C=CC=CC12)C=1C=C(C=CC1)N1C2=C(C(C=3C=CN=CC13)(C1=CC=CC=C1)C1=CC=CC=C1)C=CC=C2)C2=CC=CC=C2